(S)-2-(6-(((1-(2-Hydroxyethyl)piperidin-2-yl)methyl)amino)pyridazin-3-yl)-3-methyl-5-(trifluoromethyl)phenol OCCN1[C@@H](CCCC1)CNC1=CC=C(N=N1)C1=C(C=C(C=C1C)C(F)(F)F)O